5-chloro-2-(methylsulfonamido)benzoic acid ClC=1C=CC(=C(C(=O)O)C1)NS(=O)(=O)C